C(C)(CC)NC1=NC=CC(=N1)O[C@@H]1CN(CC1)CC(=O)NC=1C=CC=C2C(=CNC12)C1=NC(=NC=C1C)NC1=NN(C(=C1)C)C 2-((3S)-3-((2-(sec-butylamino)pyrimidin-4-yl)oxy)pyrrolidin-1-yl)-N-(3-(2-((1,5-dimethyl-1H-pyrazol-3-yl)amino)-5-methylpyrimidin-4-yl)-1H-indol-7-yl)acetamide